ClC1=NC=C(C(=C1)C1=C(C=NC(=C1)C)C(=O)NC=1SC2=C(N1)CN(C2)C(C2=NC(=C(C=C2F)C(F)F)C)=O)OC 2'-chloro-N-(5-(5-(difluoromethyl)-3-fluoro-6-methyl-picolinoyl)-5,6-dihydro-4H-pyrrolo[3,4-d]thiazol-2-yl)-5'-methoxy-6-methyl-[4,4'-bipyridine]-3-carboxamide